(4R)-N-[(3S,4R)-6-fluoro-3-hydroxy-2,2-dimethyl-chroman-4-yl]-4-(2-imino-4,4-dimethyl-6-oxo-hexahydropyrimidin-1-yl)chromane-6-carboxamide FC=1C=C2[C@H]([C@@H](C(OC2=CC1)(C)C)O)NC(=O)C=1C=C2[C@@H](CCOC2=CC1)N1C(NC(CC1=O)(C)C)=N